CN1CC2(C1)CC(C2)C(=O)NC=2N=CC1=CC=C(C=C1C2)C2=CN=CS2 2-methyl-N-(6-(thiazol-5-yl)isoquinolin-3-yl)-2-azaspiro[3.3]heptane-6-carboxamide